COC1=C(C=CC(=C1)S(=O)(=O)C)NCC#CC=1N(C2=CC=CC(=C2C1)NC1CCN(CC1)CCOCCO)CC(F)(F)F 2-(2-(4-((2-(3-((2-methoxy-4-(methylsulfonyl)phenyl)amino)prop-1-yn-1-yl)-1-(2,2,2-trifluoroethyl)-1H-indol-4-yl)amino)piperidin-1-yl)ethoxy)ethan-1-ol